C[P+](CCCCCCCCCCCC)(C)C(CC)P([O-])(=O)[O-] [P,P-dimethyl-P-dodecylphosphonio]-propane-1-phosphonate